3-methyl-N-(7-methyl-[1,2,4]triazolo[1,5-a]pyridin-6-yl)-1-((tetrahydrofuran-3-yl)methyl)-1H-pyrazolo[3,4-d]pyrimidin-6-amine CC1=NN(C2=NC(=NC=C21)NC=2C(=CC=1N(C2)N=CN1)C)CC1COCC1